(S)-2-(1-((4'-(1,1,1,3,3,3-hexafluoro-2-hydroxypropan-2-yl)-2-methyl-[1,1'-biphenyl]-4-yl)methyl)-4-(pyridin-4-ylmethyl)piperazin-2-yl)-N-isopropylacetamide FC(C(C(F)(F)F)(O)C1=CC=C(C=C1)C1=C(C=C(C=C1)CN1[C@H](CN(CC1)CC1=CC=NC=C1)CC(=O)NC(C)C)C)(F)F